N-[3-[1-(4-chloro-1-[[2-(trimethylsilyl)ethoxy]methyl]imidazol-2-yl)-5-fluoroimidazo[1,5-a]pyridin-6-yl]-2,4-difluorophenyl]-5-fluoro-2-methoxypyridine-3-sulfonamide ClC=1N=C(N(C1)COCC[Si](C)(C)C)C=1N=CN2C1C=CC(=C2F)C=2C(=C(C=CC2F)NS(=O)(=O)C=2C(=NC=C(C2)F)OC)F